C(C)(=O)N1CCN(CC1)C1CC(C1)NC=1N=CC2=C(N1)C(=NC(=C2)C#N)NC(C)C 2-(((1s,3s)-3-(4-acetylpiperazin-1-yl)cyclobutyl)amino)-8-(isopropylamino)pyrido[3,4-d]pyrimidine-6-carbonitrile